ethyl 3-[[4-[[(2S)-1,4-dioxan-2-yl]methoxy]-1-methyl-2-oxo-6,7-dihydrobenzo[a]quinolizin-9-yl]oxy]pyrrolidine-1-carboxylate O1[C@@H](COCC1)COC=1N2CCC3=C(C2=C(C(C1)=O)C)C=CC(=C3)OC3CN(CC3)C(=O)OCC